CC1=C(C(=CC=C1)C)C1=NC=2NS(C3=CC=CC(C(N4CCNCC(OC(=C1)N2)C4)=O)=C3)(=O)=O 12-(2,6-dimethylphenyl)-15-oxa-8λ6-thia-1,9,11,18,22-pentaazatetracyclo[14.4.1.13,7.110,14]tricosa-3(23),4,6,10(22),11,13-hexaene-2,8,8-trione